benzyl 4-((1s,4s)-4-(ethoxycarbonyl)cyclohexyl)piperazine-1-carboxylate C(C)OC(=O)C1CCC(CC1)N1CCN(CC1)C(=O)OCC1=CC=CC=C1